N=1CS(C=2C1C=CN2)(=O)=O thiazoloazole S,S-dioxide